NCC1=NNC(C2=CC=C(C=C12)C=1C=NN(C1C1=C(C#N)C(=CC(=C1F)C1CC(C1)=C(F)F)OC1CC1)C)=C=O 2-(4-(4-(aminomethyl)-1-carbonyl-1,2-dihydro-phthalazin-6-yl)-1-methyl-1H-pyrazol-5-yl)-6-cyclopropoxy-4-(3-(difluoromethylene)cyclobutyl)-3-fluorobenzonitrile